isopropyl (S)-2-(3-aminoprop-1-yn-1-yl)-4-(4-(2-(4-(4-chlorophenyl)-2,3,9-trimethyl-6H-thieno[3,2-f][1,2,4]triazolo[4,3-a][1,4]diazepin-6-yl)acetamido)butanamido)benzoate hydrochloride Cl.NCC#CC1=C(C(=O)OC(C)C)C=CC(=C1)NC(CCCNC(C[C@H]1C=2N(C3=C(C(=N1)C1=CC=C(C=C1)Cl)C(=C(S3)C)C)C(=NN2)C)=O)=O